FC1=CC=C(C=C1)C1(CC1)C(=O)O 1-(4-fluorophenyl)cyclopropane-1-carboxylic acid